FC=1C=C2C=CN(C(C2=CC1F)=O)C 6,7-difluoro-2-methyl-1-oxo-1,2-dihydroisoquinolin